C(C=C)C1=C\C(\C(C(=C1)C=1OC2=C(C1)C=CC=C2)O)=N/CC2=CC=CC=C2 (E)-4-allyl-2-benzylimino-6-benzofuranylphenol